C1=CC(=CC=C1SSC2=CC=C(C=C2)Cl)Cl 4,4'-dichlorodiphenyl disulfide